O=C1N(CCC(N1)=O)C1=NN(C2=CC(=CC=C12)N1CCN(CC1)CCCCCCC(=O)O)C 7-(4-(3-(2,4-dioxotetrahydropyrimidin-1(2H)-yl)-1-methyl-1H-indazol-6-yl)piperazin-1-yl)heptanoic acid